butyl-tributoxysilane sulfur [S].C(CCC)[Si](OCCCC)(OCCCC)OCCCC